BrC1=C(N)C(=CC=C1)C(=C)C 2-Bromo-6-(prop-1-en-2-yl)aniline